spiro[azetidine-3,1'-tetralin]-2'-one C12(C(CCC3=CC=CC=C13)=O)CNC2